2-chloro-5-(methylsulfonyl)pyrimidine ClC1=NC=C(C=N1)S(=O)(=O)C